2,4-dihydroxy-4'-n-octoxybenzophenone OC1=C(C(=O)C2=CC=C(C=C2)OCCCCCCCC)C=CC(=C1)O